F[C@H]1[C@H](C1)C(=O)NC1=CC(=NC=N1)C1=NC=NC=C1NC=1C=NC(=CC1C)[C@@H](CC)O (1R,2R)-2-fluoro-N-[5'-({6-[(1R)-1-hydroxypropyl]-4-methylpyridin-3-yl}amino)-[4,4'-bipyrimidin]-6-yl]cyclopropane-1-carboxamide